C1(=CC=CC=C1)C(CNCC)O 1-phenyl-2-(N-ethylamino)ethanol